ClC=1C=C(C=NC1N1N=CC=N1)C=1C(=NN2C1N=CC1=C2C(CCN1C(=O)N)(C)C)C (5-chloro-6-(2H-1,2,3-triazol-2-yl)pyridin-3-yl)-2,9,9-trimethyl-8,9-dihydropyrazolo[1,5-a]pyrido[2,3-e]pyrimidine-6(7H)-carboxamide